1-chloro-2-fluoroethene ClC=CF